1,1,1,3,3,4,4,5,5,5-decafluoro-2-(trifluoromethyl)-2-pentanol FC(C(C(C(C(F)(F)F)(F)F)(F)F)(O)C(F)(F)F)(F)F